BrC(C(=O)O)Cl alpha-bromo-2-chloroacetic acid